C1(=CCC(C=C1)(C(=O)[O-])C(=O)[O-])C1=CC=CC=C1.[Na+].[Na+] sodium 4,4-biphenyldicarboxylate